N1N=CC=C1NC=1C(=NC=C(C(=O)NC2=CC=C(C=C2)OC(F)(F)Cl)C1)N1C[C@@H](CC1)O (R)-5-((1H-pyrazol-5-yl)amino)-N-(4-(chlorodifluoromethoxy)phenyl)-6-(3-Hydroxypyrrolidin-1-yl)nicotinamide